Ethyl 2-(2-{[(tert-butoxy) carbonyl]Amino} ethyl)-1,3-thiazole-4-carboxylate C(C)(C)(C)OC(=O)NCCC=1SC=C(N1)C(=O)OCC